tert-Butyl exo-3-((4-((4-([1,2,4]triazolo[1,5-a]pyridin-7-yloxy)-2-fluoro-3-methylphenyl)amino)pyrido[3,4-d]pyrimidin-6-yl)oxy)-8-azabicyclo[3.2.1]octane-8-carboxylate N=1C=NN2C1C=C(C=C2)OC2=C(C(=C(C=C2)NC=2C1=C(N=CN2)C=NC(=C1)OC1CC2CCC(C1)N2C(=O)OC(C)(C)C)F)C